N-(3-aminopropyl)-4-[[3-[2,3-difluoro-4-(4-hydroxybut-2-ynoxy)phenyl]imidazo[1,2-a]pyrazin-8-yl]amino]-2-ethyl-benzamide NCCCNC(C1=C(C=C(C=C1)NC=1C=2N(C=CN1)C(=CN2)C2=C(C(=C(C=C2)OCC#CCO)F)F)CC)=O